CN1CCC2=CC=CC=C2C12CCN(CC2)C2=C(C=CC=C2)[N+](=O)[O-] 2-methyl-1'-(2-nitrophenyl)-3,4-dihydro-2H-spiro[isoquinoline-1,4'-piperidine]